5-fluoro-1,6-dimethyl-2-oxo-1,2-dihydropyridine-3-carbonitrile FC=1C=C(C(N(C1C)C)=O)C#N